FC(COC)(F)C=1C(=C(C=CC1)C(C)=O)F 1-(3-(1,1-Difluoro-2-methoxyethyl)-2-fluorophenyl)ethan-1-one